(M)-1-(6-(3,7,7-trimethyl-4-(5-methyl-1H-indazol-4-yl)-5,6,7,8-tetrahydro-2-quinolinyl)-2,6-diazaspiro[3.4]octan-2-yl)-2-propen-1-one CC=1C(=NC=2CC(CCC2C1C1=C2C=NNC2=CC=C1C)(C)C)N1CC2(CN(C2)C(C=C)=O)CC1